(3-acetyl-5-(3-cyanophenyl)-1H-indazol-1-yl)acetic acid C(C)(=O)C1=NN(C2=CC=C(C=C12)C1=CC(=CC=C1)C#N)CC(=O)O